C(C)(C)(C)N1C=NC2=C1C=C(C=C2)OC2=C(C=C(C=C2Cl)[N+](=O)[O-])Cl 1-(tert-butyl)-6-(2,6-dichloro-4-nitrophenoxy)-1H-benzo[d]imidazole